C(C)OC(=O)C1=C(C2=C(C=N1)N=CS2)SCC 7-(ethylthio)[1,3]thiazolo[4,5-c]pyridine-6-carboxylic acid ethyl ester